tert-butyl-[2-[5-(2-chloro-5-fluoro-pyrimidin-4-yl)-4-(trifluoromethyl)thiazol-2-yl]propoxy]-dimethyl-silane C(C)(C)(C)[Si](C)(C)OCC(C)C=1SC(=C(N1)C(F)(F)F)C1=NC(=NC=C1F)Cl